OC(CC(=O)O)CCCCCCCCCCCCCCC.FC(O[Si](OC(F)(F)F)(OC(F)(F)F)C(C(F)(F)F)(F)F)(C(C(C(C(F)(F)F)(F)F)(F)F)(F)F)F perfluorobutyl-ethyl-trimethoxysilane 3-hydroxyoctadecanoate